C12(CC3CC(CC(C1)C3)C2)C=2C(=C(C=C(C2)C(C)(C)C)B2OC(C(O2)(C)C)(C)C)OCOC 2-(3-(1-adamantanyl)-5-(tert-butyl)-2-(methoxymethoxy)phenyl)-4,4,5,5-tetramethyl-1,3,2-dioxaborolane